2-methylphenyl 2,3-dimethyl-butyl ether CC(COC1=C(C=CC=C1)C)C(C)C